S(=O)(=O)(C1=C(C=CC=C1)O)C1=C(C=CC=C1)O 2,2'-sulfonyl-diphenol